BrC1=CC=C2C(N(C(C2=C1)=O)CC(F)(F)F)(C)C 6-bromo-3,3-dimethyl-2-(2,2,2-trifluoroethyl)isoindolin-1-one